4-(2-bromo-4-chlorobenzyl)-1-(2-(pyrimidin-4-yl)nicotinoyl)piperidine-4-carbonitrile BrC1=C(CC2(CCN(CC2)C(C2=C(N=CC=C2)C2=NC=NC=C2)=O)C#N)C=CC(=C1)Cl